[Cl-].COCC1=C(C=CC=C1)P(C1=CC=CC=C1)C1=CC=CC=C1 Methoxymethyl-triphenylphosphine chloride